iridium bis(hexafluorophosphate) salt F[P-](F)(F)(F)(F)F.F[P-](F)(F)(F)(F)F.[Ir+2]